ClC1=C(C=CC(=C1)OC(F)(F)F)C1CN(C1)C(=O)N1C[C@@H]2[C@@H](OCC(N2)=O)CC1 (4aR,8aS)-6-(3-(2-Chloro-4-(trifluoromethoxy)phenyl)azetidin-1-carbonyl)hexahydro-2H-pyrido[4,3-b][1,4]oxazin-3(4H)-on